6-(4-BROMO-2-CHLOROANILINO)-N-(2-BUTOXYETHOXY)-7-FLUORO-3-METHYL-BENZIMIDAZOLE-5-CARBOXAMIDE BrC1=CC(=C(NC=2C(=CC3=C(N=CN3C)C2F)C(=O)NOCCOCCCC)C=C1)Cl